methyl 3-((6-fluoro-1-tosyl-4-vinyl-1H-indol-5-yl)oxy)benzimidothioate FC1=C(C(=C2C=CN(C2=C1)S(=O)(=O)C1=CC=C(C)C=C1)C=C)OC=1C=C(C(=N)SC)C=CC1